C1=CC(=CC=C1O)Cl 4-hydroxychlorobenzene